CC(C)(C)S(=O)N=CCCC#C[Si](C(C)C)(C(C)C)C(C)C 2-methyl-N-(5-triisopropylsilylpent-4-ynylidene)propane-2-sulfinamide